The molecule is a zwitterion resulting from the transfer of a proton from the carboxy group to the nitrogen of 2-iminopropionic acid. It is a conjugate acid of a 2-iminopropanoate. It is a tautomer of a 2-aminoacrylic acid, a 2-ammonioprop-2-enoate and a 2-iminopropionic acid. CC(=N)C(=O)O